C1(CCCC1)C(CC1CC1)N1N=CC(=C1)C=1C2=C(N=CN1)NC=C2 4-[1-(1-cyclopentyl-2-cyclopropylethyl)-1H-pyrazol-4-yl]-7H-pyrrolo[2,3-d]-pyrimidine